CN(C=C(C#N)C=O)C 3-(dimethylamino)-2-formyl-acrylonitrile